NC1CC(N(C1)C1=CC=C(C=C1)S(=O)(=O)N1CCN(CC1)C1=NC(=CC(=C1)C([C@@H]1CC[C@H](CC1)C(=O)NCCCO)(F)F)Cl)=O Trans-4-[[2-[4-[4-(4-amino-2-oxo-pyrrolidin-1-yl)phenyl]sulfonylpiperazin-1-yl]-6-chloro-4-pyridyl]-difluoro-methyl]-N-(3-hydroxypropyl)cyclohexanecarboxamide